1-sulfobutyl-3-methylimidazole bisulfate salt S(O)(O)(=O)=O.S(=O)(=O)(O)C(CCC)C1=NC=CN1C